N-((3-fluoroquinolin-6-yl)methyl)-5-(3-iodo-4-methoxyphenyl)oxazole-4-carboxamide FC=1C=NC2=CC=C(C=C2C1)CNC(=O)C=1N=COC1C1=CC(=C(C=C1)OC)I